(2R)-N-(4-(tert-butyl)phenyl)-N-(2-(cyclohexylamino)-2-oxo-1-(pyridin-3-yl)ethyl)-2-methylpyrrolidine-2-carboxamide C(C)(C)(C)C1=CC=C(C=C1)N(C(=O)[C@@]1(NCCC1)C)C(C(=O)NC1CCCCC1)C=1C=NC=CC1